C1=CC=CC=2C3=CC=CC=C3N(C12)C=1C=C(C=C(C1)N1C2=CC=CC=C2C=2C=CC=CC12)P(C1=CC=CC=C1)(C1=CC=CC=C1)=O (3,5-di(9H-carbazole-9-yl)phenyl)diphenylphosphine oxide